C(C1=CC=CC=C1)N[C@H](COC1=NC(=C(C=2N=C(N=C(C21)O)SC)F)Cl)C2CC2 5-[(2S)-2-(benzylamino)-2-cyclopropyl-ethoxy]-7-chloro-8-fluoro-2-methylsulfanyl-pyrido[4,3-d]pyrimidin-4-ol